N1-(1-(hydroxymethyl)-cyclopropyl)-N2-((S)-4-methyl-1-oxo-1-(((S)-3-oxo-1-((S)-2-oxopyrrolidin-3-yl)-4-(trifluoromethoxy)butan-2-yl)amino)pentan-2-yl)oxalamide OCC1(CC1)NC(C(=O)N[C@H](C(N[C@@H](C[C@H]1C(NCC1)=O)C(COC(F)(F)F)=O)=O)CC(C)C)=O